(S)-1-methylpyrrolidin-3-amine dihydrochloride Cl.Cl.CN1C[C@H](CC1)N